Butylidenphthalide C(CCC)=C1OC(=O)C2=CC=CC=C12